C(C)(C)(C)OOC1(CCC(CC1)C(C)(C)C1CCC(CC1)(OOC(C)(C)C)OOC(C)(C)C)OOC(C)(C)C 2,2-di(4,4-di-(tert-butylperoxy)cyclohexyl)propane